C[C@@H]1CN(C[C@H]2N1CC[C@@H](C2)C2=CC=C(C=C2)CC2CNCCO2)C2=C1C=CC=NC1=C(C=C2)C#N 5-[(4R,8S,9aS)-4-methyl-8-[4-(morpholin-2-ylmethyl)phenyl]-1,3,4,6,7,8,9,9a-octahydropyrido[1,2-a]pyrazin-2-yl]quinoline-8-carbonitrile